methyl-alumoxane rac-tert-butyl-(R)-3-(2-methyl-5-((2-methylbenzyl)oxy)benzofuran-3-carboxamido)pyrrolidine-1-carboxylate C(C)(C)(C)OC(=O)N1C[C@@H](CC1)NC(=O)C1=C(OC2=C1C=C(C=C2)OCC2=C(C=CC=C2)C)C.C[Al]2OCCCC2 |r|